Francium chloro-hydroxynaphthoate ClC=1C(=C(C2=CC=CC=C2C1)C(=O)[O-])O.[Fr+]